C1(CC1)C=1C=C2C(=C(N(C2=CC1)CCC(=O)O)C1=CC(=CC=C1)OC(C)C)C=1C(=NNC1C)C 3-(5-cyclopropyl-3-(3,5-dimethyl-1H-pyrazol-4-yl)-2-(3-isopropoxyphenyl)-1H-indol-1-yl)propionic acid